2,3-dimethyl-1-phenyl-5,6,7,8-tetrahydro-1H-pyrrolo[2,3-b]quinolin-4-amine CC1=C(C=2C(=NC=3CCCCC3C2N)N1C1=CC=CC=C1)C